OC1CCC=2N=C(SC21)C=2C(=C1C(=NC2)NC=C1)NC1C[C@@H]2[C@@H](CN(C2)S(=O)(=O)NCCO)C1 (3aR,5s,6aS)-5-((5-(6-hydroxy-5,6-dihydro-4H-cyclopenta[d]thiazol-2-yl)-1H-pyrrolo[2,3-b]pyridin-4-yl)amino)-N-(2-hydroxyethyl)hexahydrocyclopenta[c]pyrrole-2(1H)-sulfonamide